CC1=C(C=CC(=C1)C)CN1C(=NOC[C@H]1CC1=C(C=C(C=C1)C)C)C1=C(N=NC(=C1C)Cl)OC1=CC(=CC=C1)C(F)(F)F |r| (2,4-dimethylphenyl)methyl-rac-3-[6-chloro-5-methyl-3-[3-(trifluoromethyl)phenoxy]pyridazine-4-yl]-5-[(2,4-dimethylphenyl)methyl]-5,6-dihydro-4H-1,2,4-oxadiazine